(S) or (R)-N'-((3-ethyl-2-methyl-6,7-dihydro-5H-cyclopenta[b]pyridin-4-yl)carbamoyl)-2-(2-hydroxypropan-2-yl)thiazole-5-sulfonimidamide C(C)C=1C(=C2C(=NC1C)CCC2)NC(=O)N=[S@@](=O)(N)C2=CN=C(S2)C(C)(C)O |o1:16|